BrC1=C(C=C(NC2=NN(C=C2C(=O)N)C2COCCC2C#N)C=C1F)CO[Si](C)(C)C(C)(C)C 3-[4-bromo-3-[[tert-butyl-(dimethyl)silyl]oxymethyl]-5-fluoro-anilino]-1-(4-cyanotetrahydro-2H-pyran-3-yl)pyrazole-4-carboxamide